Cl.OCCC1=CC=C(C=C1)NC1C(NC(CC1)=O)=O 3-((4-(2-hydroxyethyl)phenyl)amino)piperidine-2,6-dione hydrochloride